ClC1=C(C=C(C=C1I)C(=O)C1=CC=CC=C1)O (4-chloro-3-hydroxy-5-iodophenyl)(phenyl)methanone